BrC1=CC(=C(C=C1)N[C@@H]1COCC1)[N+](=O)[O-] (S)-N-(4-bromo-2-nitrophenyl)tetrahydrofuran-3-amine